(2Z,3E)-2'-oxo-3-((2-(piperidin-1-yl)ethoxy)imino)-[2,3'-biindolinylidene]-5'-carbonitrile O=C\1NC2=CC=C(C=C2/C1=C\1/NC2=CC=CC=C2/C1=N\OCCN1CCCCC1)C#N